perfluoroethyl (2,2,2-trifluoroethyl) n-propylphosphonate C(CC)P(OC(C(F)(F)F)(F)F)(OCC(F)(F)F)=O